2-(2-chlorophenyl)-5-methoxypyrimidine ClC1=C(C=CC=C1)C1=NC=C(C=N1)OC